3-(3-(1H-imidazol-1-yl)propyl)-5-methyl-7,8-dihydro-6H-cyclopenta[5,6]pyrido[2,3-d]pyrimidine-2,4-diamine N1(C=NC=C1)CCCN1C(N=C2C(=C1N)C(=C1C(=N2)CCC1)C)N